(6S,8R)-6-(2,6-difluoro-4-(6-(2-fluoroethyl)-2,6-diazaspiro[3.3]heptan-2-yl)phenyl)-8-methyl-7-(2,2,2-trifluoroethyl)-6,7,8,9-Tetrahydrooxazolo[5,4-f]isoquinolin-2(3H)-one FC1=C(C(=CC(=C1)N1CC2(C1)CN(C2)CCF)F)[C@H]2N([C@@H](CC1=C3C(=CC=C21)NC(O3)=O)C)CC(F)(F)F